(3-methyl-4-(3-phenylpropyl)piperazin-1-yl)(naphthalen-1-yl)methanone CC1CN(CCN1CCCC1=CC=CC=C1)C(=O)C1=CC=CC2=CC=CC=C12